6-[3-[(8-chloro-[1,2,4]triazolo[4,3-a]quinazolin-5-yl)-methyl-amino]phenyl]-2,6-diazaspiro[3.3]heptane-2-carboxylic acid tert-butyl ester C(C)(C)(C)OC(=O)N1CC2(C1)CN(C2)C2=CC(=CC=C2)N(C)C2=NC=1N(C3=CC(=CC=C23)Cl)C=NN1